O1CC=CC=C1 pyrane